Cl.NC1C(CCCC1)(O)C(CO)(F)F amino-1-(1,1-difluoro-2-hydroxyethyl)cyclohexane-1-ol hydrochloride